C(C)(C)(C)N1CC(=CC1)B1OC(C(O1)(C)C)(C)C tert-butyl-3-(4,4,5,5-tetramethyl-1,3,2-dioxaborolan-2-yl)-2,5-dihydro-1H-pyrrole